C[Si]1(C[C@@H](CC1)NC(=O)C1=CC=2C(=NC(=C(C2F)F)C)N1)C N-[(3R)-1,1-dimethylsilolan-3-yl]-4,5-difluoro-6-methyl-1H-pyrrolo[2,3-b]pyridine-2-carboxamide